OC(CO)C1=NN(C=C1)C=1CN2C(N(C(C1)C2)OS(=O)(=O)[O-])=O [3-[3-[(7S)-1,2-dihydroxyethyl]pyrazol-1-yl]-7-oxo-1,6-diazabicyclo[3.2.1]oct-3-en-6-yl]-sulfat